[N+](=O)([O-])C1=CC=C(C=C1)OC(=O)N1C=CC2=C1N=CN=C2N(C)[C@H]2CN(CC[C@H]2C)C(CC#N)=O (4-nitrophenyl)4-[[(3R,4R)-1-(2-cyanoacetyl)-4-methyl-3-piperidyl]-methyl-amino]pyrrolo[2,3-d]pyrimidine-7-carboxylate